ClC=1C=CC=2C3=C(C(N(C2C1)C(C)C1=CC=NN1COCC[Si](C)(C)C)=O)N=C(N3C)CO 7-chloro-2-(hydroxymethyl)-1-methyl-5-(1-(1-((2-(trimethylsilyl)ethoxy)methyl)-1H-pyrazol-5-yl)ethyl)-1,5-dihydro-4H-imidazo[4,5-c]quinolin-4-one